C(C)(C)(C)OC(CN(C(=O)OC(C)(C)C)C1=C(C(=CC=C1)C(C)C)N)=O (2-amino-3-isopropylphenyl)-N-(t-butoxycarbonyl)glycine tert-butyl ester